C(CC(=O)C(=O)OCC)(=O)OCC.[Na] sodium diethyl oxalacetate